C1NCC12CCC(CC2)OC2=CC=C1C(=NN(C1=C2)C)C2C(NC(CC2)=O)=O 3-(6-((2-azaspiro[3.5]nonan-7-yl)oxy)-1-methyl-1H-indazol-3-yl)piperidine-2,6-dione